Ethyl 1-(3-(benzyloxy)butyl)-1H-pyrazole-5-carboxylate C(C1=CC=CC=C1)OC(CCN1N=CC=C1C(=O)OCC)C